ClC=1C(=NC(=NC1)NC=1C=NN(C1)CC=1C=NC(=CC1)[N+](=O)[O-])C1=CN(C2=CC=CC=C12)S(=O)(=O)C1=CC=CC=C1 5-chloro-N-(1-((6-nitropyridin-3-yl)methyl)-1H-pyrazol-4-yl)-4-(1-(benzenesulfonyl)-1H-indol-3-yl)pyrimidin-2-amine